5-(5-bromo-3-(ethylthio)pyridin-2-yl)-2-(trifluoromethyl)-[1,2,4]triazolo[1,5-a]pyrimidine BrC=1C=C(C(=NC1)C1=NC=2N(C=C1)N=C(N2)C(F)(F)F)SCC